OCCN1NN=CC(=C1)CCN 3-hydroxyethyl-5-aminoethyl-triazine